ClC1=C(C(=CC=C1Cl)O)[C@@H]1CC[C@H]2N(C(CNC2)=O)C1 (7S,9aR)-7-(2,3-dichloro-6-hydroxyphenyl)-octahydropyrido[1,2-a]pyrazin-4-one